4-[4-(2,6-Dioxo-piperidin-3-ylamino)-3-fluoro-phenyl]-piperidine-1-carboxylic acid tert-butyl ester C(C)(C)(C)OC(=O)N1CCC(CC1)C1=CC(=C(C=C1)NC1C(NC(CC1)=O)=O)F